FC1(C(=C(C(C1(F)F)(F)F)C1=C(SC(=C1)C1=CC=C(C=C1)\C=C\C1=CC=CC=C1)C1=CC=C(C=C1)OC)C1=C(SC(=C1)C1=CC=C(C=C1)\C=C\C1=CC=CC=C1)C1=CC=C(C=C1)OC)F (E)-3,3'-(perfluorocyclopent-1-ene-1,2-diyl)bis(2-(4-methoxyphenyl)-5-(4-((E)-styryl)phenyl)thiophene)